NC1=NC=NC=2C3=C(CC(C12)(C)C)C(=C(C=C3)O[C@@H]3CC[C@H](CC3)N)N(CCC(=O)O)C 3-[[4-amino-8-(trans-4-aminocyclohexoxy)-5,5-dimethyl-6H-benzo[h]quinazolin-7-yl]-methyl-amino]propanoic acid